1-methyl-5-(5-nitro-3-(2H-tetrazol-5-yl)pyridin-2-yl)-1H-indazole CN1N=CC2=CC(=CC=C12)C1=NC=C(C=C1C=1N=NNN1)[N+](=O)[O-]